trans-3-(3-((S)-3-(3,5-difluorophenyl)isoxazolidine-2-carbonyl)cyclobutoxy)-5-fluorobenzonitrile FC=1C=C(C=C(C1)F)[C@H]1N(OCC1)C(=O)[C@@H]1C[C@H](C1)OC=1C=C(C#N)C=C(C1)F